C1(CC1)CN(C(C(C)(C)OC1=CC=C(C=C1)F)=O)C1=CC=C(C=C1)C1=CC=C(C=C1)COC N-(cyclopropylmethyl)-2-(4-fluorophenoxy)-N-(4'-(methoxymethyl)-[1,1'-biphenyl]-4-yl)-2-methylpropanamide